((4,5-dichloro-2-hydroxyphenyl)(1-(2-oxopyrrolidin-3-yl)piperidin-4-yl)methyl)-2-methylpropane-2-sulfinamide ClC1=CC(=C(C=C1Cl)C(C1CCN(CC1)C1C(NCC1)=O)CC(C)(S(=O)N)C)O